N1=CC=C(C=C1)C1=NNC2=CC(=CC=C12)NC1=CC(=CC=C1)CN1N=CN=C1 3-(4-pyridyl)-N-[3-(1,2,4-triazol-1-ylmethyl)phenyl]-1H-indazol-6-amine